CN1N=CC(=C1)C=1C=CC=2N(C1)N=CC2C(=O)N2[C@H](C1=C(CC2)NC=N1)C1=NN2C(C(=CC=C2)C(F)(F)F)=C1 (R)-(6-(1-methyl-1H-pyrazol-4-yl)pyrazolo[1,5-a]pyridin-3-yl)(4-(4-(trifluoromethyl)pyrazolo[1,5-a]pyridin-2-yl)-6,7-dihydro-1H-imidazo[4,5-c]pyridin-5(4H)-yl)methanone